6-Bromo-N-methyl-N-(2-(methylamino)ethyl)-8-morpholinoimidazo[1,2-a]pyrazine-2-carboxamide BrC=1N=C(C=2N(C1)C=C(N2)C(=O)N(CCNC)C)N2CCOCC2